C1(CC1)C1=CC(=NN1)NC1=NC(=NC2=CC=CC=C12)C=1C=CC(=NC1)N1CC2N(C(C1)C2)C(=O)C2=CN=CS2 (3-(5-(4-((5-cyclopropyl-1H-pyrazol-3-yl)amino)quinazolin-2-yl)pyridin-2-yl)-3,6-diazabicyclo[3.1.1]heptan-6-yl)(thiazol-5-yl)methanone